NC1=C(C=CC2=CC=CC=C12)N=NC=1C=NC(=CC1)C1=C(C=CC=C1)OCCCCCC 4-amino-3-[6-(2-hexyloxyphenyl)pyridine-3-ylazo]naphthalene